3-(oxiran-2-ylmethoxy)-N,N-bis(oxiran-2-ylmethyl)aniline O1C(C1)COC=1C=C(N(CC2OC2)CC2OC2)C=CC1